ClC=1C=CC2=C(C(=NC(C(N2)=O)OC(C)=O)C2=C(C=CC=C2)Cl)C1 7-chloro-5-(2-chlorophenyl)-1,3-dihydro-3-acetoxy-2H-1,4-benzodiazepine-2-one